1,4-bis(4-bromophenyl)piperazine BrC1=CC=C(C=C1)N1CCN(CC1)C1=CC=C(C=C1)Br